4-HYDROXY-3-FORMYL-6-METHYLCOUMARIN OC1=C(C(OC2=CC=C(C=C12)C)=O)C=O